ClC=1C(=NC(=NC1)N[C@@H]1[C@H]([C@H]2CO[C@@H]([C@H]1O)O2)[2H])C=2C=C(C1=C(N(C(=N1)C(C)(C)O)C(C)C)C2)F (1S,2R,3R,4S,5R)-3-((5-chloro-4-(4-fluoro-2-(2-hydroxypropan-2-yl)-1-isopropyl-1H-benzo[d]imidazol-6-yl)pyrimidin-2-yl)amino)-6,8-dioxabicyclo[3.2.1]octan-2-d-4-ol